FC=1C=C(C=CC1)CS(=O)(=O)NC1=CC=C(C=C1)NC(=O)NCC1=CC=NC=C1 C-(3-Fluoro-phenyl)-N-[4-(3-pyridin-4-ylmethyl-ureido)-phenyl]-methanesulfonamide